NC1=C(C=NN1C1=CC2=C(NC(=N2)C2CC2)C=C1)C(=O)C=1N(C2=CC(=CC=C2C1)C=1C=NN(C1)C)S(=O)(=O)C1=CC=CC=C1 (5-amino-1-(2-cyclopropyl-1H-benzo[d]imidazol-5-yl)-1H-pyrazol-4-yl)(6-(1-methyl-1H-pyrazol-4-yl)-1-(phenylsulfonyl)-1H-indol-2-yl)methanone